methyl 2-({6-[(1,3-benzothiazol-2-yl)amino]-4-(methoxymethyl)-5-methylpyridazin-3-yl}amino)-1,3-thiazole-4-carboxylate S1C(=NC2=C1C=CC=C2)NC2=C(C(=C(N=N2)NC=2SC=C(N2)C(=O)OC)COC)C